C(C)OC=1C=C2C(=C(C=NC2=CC1)C(=O)OCC)NC1=CC=C(C=C1)C ethyl 6-ethoxy-4-[(4-methylphenyl)amino]-3-quinolinecarboxylate